(1r,3r)-3-(4-(1-(4-((2-(5-methyl-1,2,4-oxadiazol-3-yl)pyrimidin-5-yl)oxy)phenyl)ethyl)phenoxy)cyclobutane-1-amine CC1=NC(=NO1)C1=NC=C(C=N1)OC1=CC=C(C=C1)[C@H](C)C1=CC=C(OC2CC(C2)N)C=C1